(S)-4-(2-amino-3-(4-(4-(4-methoxycyclohexyl)-2-oxopiperazin-1-yl)phenyl)propionamido)-1H-indole N[C@H](C(=O)NC1=C2C=CNC2=CC=C1)CC1=CC=C(C=C1)N1C(CN(CC1)C1CCC(CC1)OC)=O